C(C)(C)(C)OC(=O)N1CC2(C1)CN(C2)C2=NC=NC=C2NC2=C(C=C(C=C2)F)Cl 6-(5-((2-chloro-4-fluorophenyl)amino)pyrimidin-4-yl)-2,6-diazaspiro[3.3]Heptane-2-carboxylic acid tert-butyl ester